COC1=CC=2N(C(C(=C(N2)C(F)(F)F)C2=CC=C(C=C2)CCC#N)=O)C=C1 3-(4-(8-Methoxy-4-oxo-2-(trifluoromethyl)-4H-pyrido[1,2-a]pyrimidin-3-yl)phenyl)propanenitrile